2-[(2S)-1-methoxy-3-methyl-1-oxobutan-2-yl]-1-oxo-2,3-dihydro-1H-isoindol COC([C@H](C(C)C)N1C(C2=CC=CC=C2C1)=O)=O